OC1=C(C=NC(=C1C(=O)O)OC)C 4-hydroxy-2-methoxy-5-methylnicotinic acid